C(N)(=S)S(=O)(=O)N thiocarbamylsulfonamide